(5-methyl-1H-pyrazol-3-yl)-(8-methyl-1,3,4,5-tetrahydropyrido[4,3-b]indol-2-yl)methanone CC1=CC(=NN1)C(=O)N1CC2=C(NC=3C=CC(=CC23)C)CC1